N=1C=CN2C1C=C(C=C2)C2=C(C=1CCCC1C=C2)N 5-(imidazo[1,2-a]pyridin-7-yl)-2,3-dihydro-1H-inden-4-amine